COC[C@H](C(=O)N(C)OC)NC(OCCCC)=O Butyl (R)-(3-methoxy-1-(methoxy(methyl)amino)-1-oxopropan-2-yl)carbamate